FC(C1=CC(=C(C=C1)[C@@H]1OC2=C(OC1)C=CC=C2C2CCN(CC2)CC2=NC1=C(N2C[C@H]2OCC2)C=CC=C1)F)F 2-((4-((S)-3-(4-(difluoromethyl)-2-fluorophenyl)-2,3-dihydrobenzo[b][1,4]Dioxin-5-yl)piperidin-1-yl)methyl)-1-(((S)-oxetan-2-yl)methyl)-1H-benzo[d]imidazol